C(C)(C)(C)OC(=O)N1CC2CCC(C1)C2 3-azabicyclo[3.2.1]octane-3-carboxylic acid tert-butyl ester